C(C=1C(C(=O)[O-])=CC(C(=O)[O-])=CC1)(=O)[O-].C(#N)C(C)[N+]1=C(NC=C1)C1=CC=CC=C1.C(#N)C(C)[N+]1=C(NC=C1)C1=CC=CC=C1.C(#N)C(C)[N+]1=C(NC=C1)C1=CC=CC=C1 1-cyanoethyl-2-Phenylimidazolium trimellitate